BrC=1C(=C(C=CC1F)C[C@@H](C(=O)OC)NC(=O)OC(C)(C)C)OCC1=CC=C(C=C1)OC methyl (2S)-3-{3-bromo-4-fluoro-2-[(4-methoxyphenyl)methoxy]phenyl}-2-[(tert-butoxycarbonyl)amino]propanoate